FC(N1N=CC=C1C(=O)N1[C@H](C2=C(CC1)NC=N2)C2=NN1C(C(=CC=C1)F)=C2)F (R)-(1-(difluoromethyl)-1H-pyrazol-5-yl)(4-(4-fluoropyrazolo[1,5-a]pyridin-2-yl)-6,7-dihydro-1H-imidazo[4,5-c]pyridin-5(4H)-yl)methanone